C[C@]12[C@](CN(C1)C1=NC(=NC=C1)NC=1C=NN(C1)C)(CNC2)C (3aR,6aS)-3a,6a-dimethyl-5-(2-((1-methyl-1H-pyrazol-4-yl)amino)pyrimidin-4-yl)hexahydropyrrolo[3,4-c]pyrrol